(E)-2-(4-Aminostyryl)-3-methylbenzo[d]thiazole NC1=CC=C(/C=C/C2SC3=C(N2C)C=CC=C3)C=C1